methyl-4-bromo-6-methyl-7-oxo-6,7-dihydrothieno[2,3-c]pyridine-2-carboxylic acid methyl ester COC(=O)C1=C(C2=C(C(N(C=C2Br)C)=O)S1)C